(3R)-3-[4-(morpholin-4-ylmethyl)phenyl]-2,3-dihydro[1,4]dioxino[2,3-b]pyridine N1(CCOCC1)CC1=CC=C(C=C1)[C@@H]1COC=2C(=NC=CC2)O1